4-(2-(2-chloro-4-(7,7-difluoro-2-(methylsulfonyl)-6,7-dihydro-5H-cyclopenta[d]pyrimidin-4-yl)phenoxy)acetyl)-1,4-diazepan-1-carboxylic acid tert-butyl ester C(C)(C)(C)OC(=O)N1CCN(CCC1)C(COC1=C(C=C(C=C1)C=1C2=C(N=C(N1)S(=O)(=O)C)C(CC2)(F)F)Cl)=O